CC1=CC=CC(=N1)C1=NN=C(S1)N 5-(6-methylpyridin-2-yl)-1,3,4-thiadiazol-2-amine